ClC1=C(C=CC=C1)C(/C=C/C1=CC=C(OCC(=O)O)C=C1)=O 2-[4-[(E)-3-(2-Chlorophenyl)-3-oxoprop-1-enyl]phenoxy]acetic acid